C(C)N(C1=C(C(=NC=N1)NC[C@@H]1[C@H](CN(CC1)CC(=O)N)O)F)CC1=NC=C(C=C1)C(F)(F)F |o1:11,12| rel-2-((3R,4R)-4-(((6-(ethyl((5-(trifluoromethyl)pyridin-2-yl)methyl)amino)-5-fluoropyrimidin-4-yl)amino)methyl)-3-hydroxypiperidin-1-yl)acetamide